BrC1=CC2=CN(N=C2C=C1OCCOCCOC1=CC=CC(=N1)C(=O)OC)C1CCC(CC1)CO methyl 6-[2-[2-[5-bromo-2-[4-(hydroxymethyl)cyclohexyl]indazol-6-yl]oxyethoxy] ethoxy]pyridine-2-carboxylate